6-(1-cyanocyclopropyl)quinoline-4-carboxylic acid methyl ester COC(=O)C1=CC=NC2=CC=C(C=C12)C1(CC1)C#N